N-((1S,2R)-2-(6-fluoro-2,3-dimethylphenyl)-1-(5-oxo-4,5-dihydro-1,3,4-oxadiazol-2-yl)propyl)-1,4-dioxa-8-aza-spiro[4.5]decane-8-sulfonamide FC1=CC=C(C(=C1[C@H]([C@@H](C=1OC(NN1)=O)NS(=O)(=O)N1CCC2(OCCO2)CC1)C)C)C